C1(CC1)C=1OC2=C(C1C(=O)NC1(CCOCC1)CO)C=C(C=C2)OCC2=C(N=CS2)C 2-cyclopropyl-N-(4-(hydroxymethyl)tetrahydro-2H-pyran-4-yl)-5-((4-methylthiazol-5-yl)methoxy)benzofuran-3-carboxamide